O=C(NCCCC)NCCCCNC(NCCCC)=O 6,13-dioxo-5,7,12,14-tetraazaoctadecane